COC1=C(C=CC(=C1)OC)C1=CC=C2C=C(C(C=3C=CC=C1C32)=O)OC 6-(2,4-Dimethoxyphenyl)-2-methoxy-1H-phenalen-1-one